BrC=1C=C2C(=C(C(N(C2=CC1O[C@H]1COCC1)C)=O)C#N)N1CCC(CC1)C=1OC2=C(N1)C=C(C=C2)C |r| (Rac)-6-bromo-1-methyl-4-[4-(5-methyl-1,3-benzooxazol-2-yl)piperidin-1-yl]-2-oxo-7-[(oxolan-3-yl)oxy]-1,2-dihydroquinoline-3-carbonitrile